N,N-dimethyl-3-(trideca-1,12-dien-7-yloxy)propan-1-amine CN(CCCOC(CCCCC=C)CCCCC=C)C